N=1N=C(NC1)CCC(=O)N1CC2=CC(=CC=C2CC1)OC1=CC=C(C=C1)C(F)(F)F 3-(4H-1,2,4-triazol-3-yl)-1-(7-(4-(trifluorometh-yl)phenoxy)-3,4-dihydro-isoquinolin-2(1H)-yl)-propan-1-one